N(=[N+]=[N-])C1CCC=2C1=NC=C(C2)Br 7-azido-3-bromo-5H,6H,7H-cyclopenta[b]pyridine